COC(/C(=C\C1=C(C=C(C=C1)C1(CCN(CC1)C)C)F)/NC(=O)OCC1=CC=CC=C1)=O (E)-2-(benzyloxycarbonylamino)-3-[4-(1,4-dimethyl-4-piperidinyl)-2-fluoro-phenyl]prop-2-enoic acid methyl ester